FC1=CC(=C(C=C1)N1CCN(CC1)C(=O)C=1C=C2C=C(NC2=C(C1)B1OC(C(O1)(C)C)(C)C)C=1CN(CCC1)C(=O)OC(C)(C)C)OC Tert-butyl 3-(5-(4-(4-fluoro-2-methoxyphenyl)piperazine-1-carbonyl)-7-(4,4,5,5-tetramethyl-1,3,2-dioxaborolan-2-yl)-1H-indol-2-yl)-5,6-dihydropyridine-1(2H)-carboxylate